COC1=CC=C(C=C1)NC(CCC1OCCC1)=O N-(4-methoxyphenyl)-3-(tetrahydrofuran-2-yl)propionamide